OC(C)(C)C1=NN=C(O1)C=1SC(=C(N1)C(=O)N1CCC(CC1)C)C1=CC=C(C2=CC=CC=C12)S(=O)(=O)N[C@H](C(F)(F)F)C (S)-4-(2-(5-(2-hydroxypropan-2-yl)-1,3,4-oxadiazol-2-yl)-4-(4-methylpiperidine-1-carbonyl)thiazol-5-yl)-N-(1,1,1-trifluoropropan-2-yl)naphthalene-1-sulfonamide